2-(6-{[(1R,3S,5S)-1,5-dimethyl-8-azabicyclo[3.2.1]octan-3-yl](methyl)amino}pyridazin-3-yl)-5-(6-methoxypyridazin-4-yl)phenol C[C@]12CC(C[C@](CC1)(N2)C)N(C2=CC=C(N=N2)C2=C(C=C(C=C2)C2=CN=NC(=C2)OC)O)C